6-((3S,4S)-4-amino-3-methyl-2-oxa-8-azaspiro[4.5]dec-8-yl)-3-(3,4-dichloro-2-methyl-2H-indazol-5-yl)-1H-pyrazolo[3,4-d]pyrimidine-4-carbonitrile-4-d N[C@@H]1[C@@H](OCC12CCN(CC2)C2=NC(C=1C(=N2)NNC1C1=C(C2=C(N(N=C2C=C1)C)Cl)Cl)(C#N)[2H])C